3,6-Dimethyl-4-oxo-4,5,6,7-tetrahydro-1-benzofuran-2-carboxylic acid ethyl ester C(C)OC(=O)C=1OC2=C(C1C)C(CC(C2)C)=O